2-[2-(trifluoromethoxy)phenyl]Sulfonyl-2,6-diazaspiro[3.3]Heptane-6-carboxylic acid tert-butyl ester C(C)(C)(C)OC(=O)N1CC2(CN(C2)S(=O)(=O)C2=C(C=CC=C2)OC(F)(F)F)C1